propenyltoluene C(=CC)CC1=CC=CC=C1